C(C(O)C)(=O)[O-].[Na+].C(C(O)C)(=O)OCCCCCCCCCCCCCCCC(C)C isostearyl lactate sodium lactate